C(C)C(CN(C(CC)=O)CC(CCCC)CC)CCCC N,N-di(2-ethylhexyl)propionamide